C(C)(C)(C)OC(=O)N1[C@H]2CN(C[C@@H]1CC2)C=2C1=C(N=C(N2)S(=O)C)CN(CC1)C(=O)OCC1=CC=CC=C1 benzyl 4-((1R,5S)-8-(tert-butoxycarbonyl)-3,8-diazabicyclo[3.2.1]oct-3-yl)-2-(methylsulfinyl)-5,8-dihydropyrido[3,4-d]pyrimidine-7(6H)-carboxylate